ClC=1C=C(CCN2C[C@@H]([C@H](C2)C)COC2=CC=C(C=C2)N(S(=O)(=O)C)C)C=CC1 N-(4-(((3R,4R)-1-(3-chlorophenethyl)-4-methylpyrrolidin-3-yl)methoxy)phenyl)-N-methylmethanesulfonamide